5-(2,4-Dimethylpentan-2-yl)benzene-1,3-diol CC(C)(CC(C)C)C=1C=C(C=C(C1)O)O